C(C)(C)(C)[N+]#[C-] tert-butylisonitrile